Tert-butyl (5-(4-(4-((5-azido-7-(butylamino)-2H-pyrazolo[4,3-d]pyrimidin-2-yl)methyl)-3-methoxyphenyl)piperazin-1-yl)-5-oxopentyl)carbamate N(=[N+]=[N-])C=1N=C(C=2C(N1)=CN(N2)CC2=C(C=C(C=C2)N2CCN(CC2)C(CCCCNC(OC(C)(C)C)=O)=O)OC)NCCCC